2,4,6-trifluorobenzene-1,3,5-tricarbonitrile FC1=C(C(=C(C(=C1C#N)F)C#N)F)C#N